N1N=CC=2C1=NC=NC2N 1H-pyrazolo[3,4-d]Pyrimidine-4-amine